4-(3-Chloroanilino)-2'-{(2S)-2-phenyl-3-[(pyridin-3-yl)oxy]propyl}-2',3'-dihydrospiro[cyclohexane-1,1'-indene]-4-carboxylic acid ClC=1C=C(NC2(CCC3(C(CC4=CC=CC=C34)C[C@H](COC=3C=NC=CC3)C3=CC=CC=C3)CC2)C(=O)O)C=CC1